tris(2,3,5,6-tetrafluoro-4-(trifluoromethyl) phenyl) borate B(OC1=C(C(=C(C(=C1F)F)C(F)(F)F)F)F)(OC1=C(C(=C(C(=C1F)F)C(F)(F)F)F)F)OC1=C(C(=C(C(=C1F)F)C(F)(F)F)F)F